N1=C(C=CC=C1)SSC1C(CCCC1)O 2-(pyridin-2-yldisulfanyl)cyclohexan-1-ol